4-amino-N-cyclohexyl-2-(pyridin-4-yl)thieno[3,2-d]pyrimidine-7-carboxamide NC=1C2=C(N=C(N1)C1=CC=NC=C1)C(=CS2)C(=O)NC2CCCCC2